FC=1C(=C(C=C(C1)C1=NOC(=N1)[C@@H]1[C@H](C1)F)C1(CN=C2N1C=CC(=C2)C(=O)N)C(=O)N)C 3-(3-fluoro-5-(5-((1r,2s)-2-fluorocyclopropyl)-1,2,4-oxadiazol-3-yl)-2-methylphenyl)imidazo[1,2-a]pyridine-3,7-dicarboxamide